C(C)(=O)NC1=NC=CC(=C1)C1=C(N=C(N1)SC)C1=C(C=CC=C1)NC(=O)C=1C=2C=CNC2C=CC1 N-(2-(5-(2-acetamidopyridin-4-yl)-2-(methylthio)-1H-imidazol-4-yl)phenyl)-1H-indole-4-carboxamide